(R)-8-(1-((6-chloro-2-(8-chloro-1-hydroxy-1H-benzo[d][1,2,6]oxazaborinin-6-yl)pyridin-3-yl)amino)ethyl)-2-isopropyl-3,6-dimethyl-4H-chromen-4-one ClC1=CC=C(C(=N1)C=1C=C(C2=C(C=NOB2O)C1)Cl)N[C@H](C)C=1C=C(C=C2C(C(=C(OC12)C(C)C)C)=O)C